10-hydroxy-2-decenoyl-coenzyme A OCCCCCCCC=CC(=O)SCCNC(CCNC([C@@H](C(COP(OP(OC[C@@H]1[C@H]([C@H]([C@@H](O1)N1C=NC=2C(N)=NC=NC12)O)OP(=O)(O)O)(=O)O)(=O)O)(C)C)O)=O)=O